N1(CCOCC1)CC1=C(C=CC=C1)C1=CC=C(C=C1)S(=O)(=O)Cl 2'-(morpholinylmethyl)-[1,1'-biphenyl]-4-sulfonyl chloride